FC(C1=NN(C=C1NC(OC(C)(C)C)=O)C1CCC(CC1)C(C)NC1CCN(CC1)C1=CC=CC=2N(C(N(C21)C)=O)C2C(NC(CC2)=O)=O)F Tert-butyl N-[3-(difluoromethyl)-1-[4-[1-[[1-[1-(2,6-dioxo-3-piperidyl)-3-methyl-2-oxo-benzimidazol-4-yl]-4-piperidyl]amino]ethyl]cyclohexyl]pyrazol-4-yl]carbamate